trans-3-(1H-indol-3-yl)-1-(4-pyridinyl)-2-propen-1-one N1C=C(C2=CC=CC=C12)/C=C/C(=O)C1=CC=NC=C1